2-(2-(cyclopropanesulfonylamino)thiazol-4-yl)-N-(4-(4-methylpyridin-3-yl)phenyl)acetamide C1(CC1)S(=O)(=O)NC=1SC=C(N1)CC(=O)NC1=CC=C(C=C1)C=1C=NC=CC1C